ethyl 3,3-dimethyl-4-nitropentanoate CC(CC(=O)OCC)(C(C)[N+](=O)[O-])C